C1(CC1)C1=NNC=C1C1=CC=C2C(=N1)CCC2 3-cyclopropyl-4-(6,7-dihydro-5H-cyclopenta[b]pyridin-2-yl)-1H-pyrazol